ClCC(CNCCCCCCCCCCCC)O 1-chloro-3-(dodecylamino)-propan-2-ol